N-n-butyl-pyrrolidone C(CCC)N1C(CCC1)=O